4-[[(2S,3s,4r,5r)-3-(2-ethyl-3,4-difluoro-phenyl)-4,5-dimethyl-5-(trifluoromethyl)tetrahydrofuran-2-carbonyl]amino]pyridine-2-carboxamide C(C)C1=C(C=CC(=C1F)F)[C@H]1[C@H](O[C@]([C@@H]1C)(C(F)(F)F)C)C(=O)NC1=CC(=NC=C1)C(=O)N